CC1CCC=2C1=NC(=CC2CN2C[C@H](CCC2)C)C(=O)NC2=CC(=CC=C2)C2(CC1(C2)CCC1)C1=NN=CN1C 7-methyl-N-(3-(2-(4-methyl-4H-1,2,4-triazol-3-yl)spiro[3.3]heptan-2-yl)phenyl)-4-(((S)-3-methylpiperidin-1-yl)methyl)-6,7-dihydro-5H-cyclopenta[b]pyridine-2-carboxamide